N-benzyl-2-(2-furyl)-3-(2-methylpyrazol-3-yl)pyrazolo[1,5-a]pyrimidin-5-amine C(C1=CC=CC=C1)NC1=NC=2N(C=C1)N=C(C2C=2N(N=CC2)C)C=2OC=CC2